8-(4-((1R,5S)-3,8-diazabicyclo[3.2.1]octan-3-yl)-8-fluoro-2-(((2R,7aS)-2-fluorotetrahydro-1H-pyrrolizin-7a(5H)-yl)methoxy)pyrido[4,3-d]pyrimidin-7-yl)-1-ethylindolizin-6-ol [C@H]12CN(C[C@H](CC1)N2)C=2C1=C(N=C(N2)OC[C@]23CCCN3C[C@@H](C2)F)C(=C(N=C1)C1=CC(=CN2C=CC(=C12)CC)O)F